(1S,2S)-N-(6-(7-(acetamido(cyclopropyl)methyl)-6-fluoro-5-(trifluoromethyl)-1H-indazol-4-yl)imidazo[1,2-a]pyrazin-2-yl)-2-fluorocyclopropane-1-carboxamide formate C(=O)O.C(C)(=O)NC(C=1C(=C(C(=C2C=NNC12)C=1N=CC=2N(C1)C=C(N2)NC(=O)[C@H]2[C@H](C2)F)C(F)(F)F)F)C2CC2